COC(\C=C\CC[C@@H](C(=O)NC=1C(N(C=CC1)CC(=O)NC1C2CC3CC(CC1C3)C2)=O)NC(=O)C2=C(N=NS2)C)=O (S,E)-Methyl-7-(1-(2-(2-adamantylamino)-2-oxoethyl)-2-oxo-1,2-dihydropyridin-3-ylamino)-6-(4-methyl-1,2,3-thiadiazol-5-carboxamido)-7-oxohept-2-enoat